C(C1=CC=CC=C1)OC(=O)NCC(=O)N[C@@H](CC1=CC=C(C=C1)O)C(=O)OC Methyl ((benzyloxy)carbonyl)glycyl-L-tyrosinate